1-(6-((4-(6-methoxy-1H-indazol-4-yl)-1H-1,2,3-triazol-1-yl)methyl)pyridazin-3-yl)-N-(spiro[2.3]hexan-1-yl)piperidin-3-amine COC1=CC(=C2C=NNC2=C1)C=1N=NN(C1)CC1=CC=C(N=N1)N1CC(CCC1)NC1CC12CCC2